[1,3-bis(2,6-diisopropylphenyl)imidazole-2-ylidene](3-chloropyridyl)dichloropalladium C(C)(C)C1=C(C(=CC=C1)C(C)C)N1C(N(C=C1)C1=C(C=CC=C1C(C)C)C(C)C)=[Pd](Cl)(Cl)C1=NC=CC=C1Cl